methyl 6-(4-(4-methoxybenzyl)-3-oxopiperazin-1-yl)pyridazine-3-carboxylate COC1=CC=C(CN2C(CN(CC2)C2=CC=C(N=N2)C(=O)OC)=O)C=C1